ClC1=CC(=C(C=C1)C1=CC=C(C=N1)CN)OC=1N(N=C(C1)C1CCOCC1)C [6-[4-chloro-2-[2-methyl-5-(oxan-4-yl)pyrazol-3-yl]oxyphenyl]pyridin-3-yl]methanamine